FC1=C(C(=O)NCC(=O)N[C@@H](CC(C)C)B2OC(C(O2)(CC(=O)O)CC(=O)O)=O)C=C(C=C1)C (R)-2,2'-(2-(1-(2-(2-fluoro-5-methyl-benzoylamino)acetylamino)-3-methylbutyl)-5-oxo-1,3,2-dioxaborolan-4,4-diyl)diacetic acid